5-Methyl-6-[[(3,4,5-trimethoxyphenyl)amino]methyl]-2,4-quinazolinediamine CC1=C2C(=NC(=NC2=CC=C1CNC1=CC(=C(C(=C1)OC)OC)OC)N)N